COC(=O)C1=NC(=C(C=C1)NC(=O)OC(C)(C)C)OC 5-((tert-butoxycarbonyl)amino)-6-methoxypyridine-2-carboxylic acid methyl ester